OCCN1C(NCC1)=O N-(2-hydroxy-ethyl)imidazolidin-2-one